6-nitro-o-toluidine CC1=C(C(=CC=C1)[N+](=O)[O-])N